NC1=NC=2C=CC(=CC2C2=C1[C@@H](OC2)CF)C(=O)N(CC2=NC=C(C=C2)C(F)(F)F)CC (3R)-4-amino-N-ethyl-3-(fluoromethyl)-N-((5-(trifluoromethyl)-2-pyridinyl)methyl)-1,3-dihydrofuro[3,4-c]quinoline-8-carboxamide